NC1=CC=C(C=C1)N1CCN(CC1)CCN1CCC(CC1)NC(OC(C)(C)C)=O tert-butyl (1-(2-(4-(4-aminophenyl)piperazin-1-yl)ethyl)piperidin-4-yl)carbamate